(R)-4-((3-(1-(4-oxaspiro[2.5]octan-7-yl)-1H-pyrazol-4-yl)-2-methoxyphenyl)amino)-6-(cyclopropanecarboxamido)pyridazine-3-carboxamide C1CC12OCC[C@H](C2)N2N=CC(=C2)C=2C(=C(C=CC2)NC2=C(N=NC(=C2)NC(=O)C2CC2)C(=O)N)OC